C[Si](C)(C)C#CC1(COCC1)O 3-((trimethylsilyl)ethynyl)tetrahydrofuran-3-ol